5-(3,4-Difluoro-2-methoxy-phenoxy)-3-methyl-4-(4,4,5,5-tetramethyl-1,3,2-dioxaborolan-2-yl)-2-(trifluoromethyl)pyridine FC=1C(=C(OC=2C(=C(C(=NC2)C(F)(F)F)C)B2OC(C(O2)(C)C)(C)C)C=CC1F)OC